1-{[(E)-2-(pyrimidin-2-yl)ethenyl]sulfonyl}-5,6-dihydropyridin-2(1H)-one N1=C(N=CC=C1)/C=C/S(=O)(=O)N1C(C=CCC1)=O